OC1=C(C=CC(=C1)O)C=1OC2=C(C(=CC(=C2C(C1CC=C(C)C)=O)O)O)CC=C(C)C 2-(2,4-dihydroxyphenyl)-5,7-dihydroxy-3,8-bis(3-methylbutan-2-en-1-yl)-4H-chromen-4-one